C(CC)(=O)[O-].[Ca+2].C(CC)(=O)[O-] calcium propanoic acid salt